Acetyl-vanillic acid C(C)(=O)C1=C(C(=O)O)C=CC(=C1OC)O